6-(5-chloro-2-fluorophenyl)-3-methoxypyridazin-4-amine ClC=1C=CC(=C(C1)C1=CC(=C(N=N1)OC)N)F